5-[(4R,10bS)-8-[(3S,4S)-4-amino-3-hydroxy-3-methyl-pyrrolidin-1-yl]-4-methyl-3,4,6,10b-tetrahydro-1H-pyrazino[2,1-a]isoindol-2-yl]quinoline-8-carbonitrile N[C@@H]1[C@@](CN(C1)C=1C=C2CN3[C@@H](C2=CC1)CN(C[C@H]3C)C3=C1C=CC=NC1=C(C=C3)C#N)(C)O